N1=CN=CC2=C1NCC21CC1 6',7'-dihydrospiro[cyclopropane-1,5'-pyrrolo[2,3-d]pyrimidine]